5-methoxyacetamido-2,4,6-triiodoisophthalic acid (2,3-dihydroxypropyl) amide OC(CNC(C1=C(C(C(=O)O)=C(C(=C1I)NC(COC)=O)I)I)=O)CO